[Cl-].[Cl-].N[C@H]1CN(CCC1)C1=C2C(=NC(=C1)C)N(C(N2CC2=C(C#N)C=CC=C2)=O)C (R)-2-((7-(3-aminopiperidin-1-yl)-3,5-dimethyl-2-oxo-2,3-dihydro-1H-imidazo[4,5-b]pyridin-1-yl)methyl)benzonitrile dichloride